6-bromo-N,N-dimethyl-1H-indazol-4-amine BrC=1C=C(C=2C=NNC2C1)N(C)C